NC1CCC(CC1)NC1=NC=CC(=N1)C=1C(=NC=CC1)OC1=C(C=C(C=C1C)NC(=O)C1CC1)F N-(4-((3-(2-(((1r,4r)-4-aminocyclohexyl)amino)pyrimidin-4-yl)pyridin-2-yl)oxy)-3-fluoro-5-methylphenyl)cyclopropanecarboxamide